2-[6-(6-Methyl-1,6-diazaspiro[3.5]nonan-1-yl)[1,3]thiazolo[4,5-c]pyridazin-3-yl]-5-(1H-pyrazol-4-yl)phenol-Dihydrochlorid Cl.Cl.CN1CC2(CCN2C=2SC3=C(N=NC(=C3)C3=C(C=C(C=C3)C=3C=NNC3)O)N2)CCC1